4-((2-(methylsulfonyl)ethyl)amino)-N-(3-bromo-4-fluorophenyl)-N'-hydroxy-1,2,5-oxadiazole CS(=O)(=O)CCNC1=CN(ON1O)C1=CC(=C(C=C1)F)Br